(1R,3r)-3-(3-(2-(1-methyl-1H-pyrazol-4-yl)-3H-imidazo[4,5-b]pyridin-7-yl)-3,8-diazabicyclo[3.2.1]octan-8-yl)cyclobutane-1-carbonitrile CN1N=CC(=C1)C1=NC=2C(=NC=CC2N2C[C@H]3CCC(C2)N3C3CC(C3)C#N)N1